(S)-1-[(S)-3-Methyl-1-({4-[(1-methyl-1H-imidazol-2-yl)methyl]-1-piperidyl}carbonyl)butyl]-4-cyclopropyl-3-isobutyl-2-piperazinone CC(C[C@@H](C(=O)N1CCC(CC1)CC=1N(C=CN1)C)N1C([C@@H](N(CC1)C1CC1)CC(C)C)=O)C